4-bromo-3,5-difluoro-2-morpholin-4-ylbenzoic acid BrC1=C(C(=C(C(=O)O)C=C1F)N1CCOCC1)F